ClC1=C(C=CC=C1)S(=O)(=O)N(C1=CC(=CC=C1)CN1CCN(CC1)C(=O)C1CCCCC1)S(=O)(=O)C1=C(C=CC=C1)Cl 2-chloro-N-((2-chlorophenyl)sulfonyl)-N-(3-((4-(cyclohexanecarbonyl)piperazin-1-yl)methyl)phenyl)benzenesulfonamide